benzotriazol potassium salt [K].N1N=NC2=C1C=CC=C2